C(C)(C)(C)OC(=O)NC1CCC(CC1)CN1CCN(CC1)C(=O)OCC1=CC=CC=C1 benzyl 4-[[4-(tert-butoxycarbonylamino)cyclohexyl]methyl]piperazine-1-carboxylate